C(CC1=CC=CC=C1)C1(CN(CC1)CC1=NC=CC=C1)C1OCCC1 2-((3-phenethyl-3-(tetrahydrofuran-2-yl)pyrrolidin-1-yl)methyl)pyridine